C1=CNC2=C1NC(=O)NC2=O 1,5-Dihydropyrrolo[3,2-a]pyrimidine-2,4-dione